3-chloro-[1,1'-biphenyl] ClC=1C=C(C=CC1)C1=CC=CC=C1